(4-bromophenyl)-4-(4-fluorophenyl)-1H-pyrazole-3-formaldehyde BrC1=CC=C(C=C1)N1N=C(C(=C1)C1=CC=C(C=C1)F)C=O